2-[(4-methylpyridin-2-yl)amino]-4-(pyridin-2-yl)-1,3-thiazole-5-carboxylic acid ethyl ester C(C)OC(=O)C1=C(N=C(S1)NC1=NC=CC(=C1)C)C1=NC=CC=C1